C=1(C(=C(C(=CC1)C(=O)O)C(=O)O)C(=O)O)C(=O)OC(=O)C=1C(=CC=C(C1C(=O)O)C(=O)O)C(=O)OC(=O)C=1C(=C(C(=CC1)C(=O)O)C(=O)O)C(=O)O bisbenzenetetracarboxylic dianhydride